4-((2S,4S)-4-ethoxy-1-(14-methyl-1,4,5,6,7,8,9,10,11,15-decahydro-3H-[1,5]dioxacyclotetradecino[3,2-e]indol-1-yl)piperidin-2-yl)benzoic acid C(C)O[C@@H]1C[C@H](N(CC1)C1OCCCCCCCCCOC=2C1=C1C=CNC1=C(C2)C)C2=CC=C(C(=O)O)C=C2